N-(5-((5-methyl-4-((1-methylcyclopropyl)amino)thieno[2,3-d]pyrimidin-2-yl)amino)-2-(4-methylpiperazine-1-yl)phenyl)acetamide CC1=CSC=2N=C(N=C(C21)NC2(CC2)C)NC=2C=CC(=C(C2)NC(C)=O)N2CCN(CC2)C